C(NC1=NC(=NC(=N1)NCO)NCO)O TrimethylolMelamine